((S)-3-(4-(5-(2,3-Dihydro-1H-inden-4-yl)-6-methoxy-1H-pyrazolo[4,3-b]pyridin-3-yl)-1H-pyrazol-1-yl)pyrrolidin-1-yl)((R)-4-methylmorpholin-3-yl)methanone C1CCC2=C(C=CC=C12)C1=C(C=C2C(=N1)C(=NN2)C=2C=NN(C2)[C@@H]2CN(CC2)C(=O)[C@@H]2N(CCOC2)C)OC